CC1=C(C(=O)NC2(CC2)C2=C3C=CC(=NC3=CC(=C2)C2=CN=C(O2)C)C)C=C(C=C1)N1CCN(CC1)C 2-methyl-N-(1-(2-methyl-7-(2-methyloxazol-5-yl)quinolin-5-yl)cyclopropyl)-5-(4-methylpiperazin-1-yl)benzamide